5-Ethyl-6-(ethyl-(tetrahydro-2H-pyran-4-yl)amino)-2-formylbenzofuran-4-carboxylic acid methyl ester COC(=O)C=1C(=C(C=C2C1C=C(O2)C=O)N(C2CCOCC2)CC)CC